N-[3-fluoro-4-[(6-methoxy-1,5-naphthyridin-4-yl)oxy]phenyl]-5-(4-fluorophenyl)-1,2-dimethyl-4-oxopyridine-3-carboxamide FC=1C=C(C=CC1OC1=CC=NC2=CC=C(N=C12)OC)NC(=O)C1=C(N(C=C(C1=O)C1=CC=C(C=C1)F)C)C